trans-N-(6-(2H-1,2,3-triazol-2-yl)-5-(trifluoromethyl)pyridin-3-yl)-2-fluoro-8-methyl-8-(1-methyl-1H-pyrazol-4-yl)-7,8-dihydro-6H-cyclopenta[e]pyrazolo[1,5-a]pyrimidine-6-carboxamide N=1N(N=CC1)C1=C(C=C(C=N1)NC(=O)[C@@H]1C[C@](C2=C1C=NC=1N2N=C(C1)F)(C=1C=NN(C1)C)C)C(F)(F)F